C(C1=CC=CC=C1)OC(=O)C1=C(NC(=C(C1C=1C2=C(SC1)C(=CC=C2)C(=O)OC)C(=O)OCC2=CC=CC=C2)C2CCCCC2)C2CCCCC2 2,6-dicyclohexyl-4-(7-(methoxycarbonyl)benzo[b]thiophen-3-yl)-1,4-dihydropyridine-3,5-dicarboxylic acid dibenzyl ester